CN1N=CC2=CC=C(C(=C12)C=1C(=C(N=C2[C@H]3C([C@@H](CC12)C3)(C)C)N3CC1(CN(C1)C(C=C)=O)CC3)C#N)C (1R,9R)-6-(1,6-dimethyl-1H-indazol-7-yl)-10,10-dimethyl-4-(2-(2-propenoyl)-2,6-diazaspiro[3.4]octan-6-yl)-3-azatricyclo[7.1.1.02,7]undeca-2,4,6-triene-5-carbonitrile